C(C)NCC1=NC=2C(=C3C(=NC2N)C=C(S3)C3=NNC=C3)N1 2-((ethylamino)methyl)-7-(1H-pyrazol-3-yl)-1H-imidazo[4,5-d]thieno[3,2-b]pyridin-4-amine